C(#N)C=1C=C(C(=NC1)C)NC1=C(N=C(S1)C1=CC(=CC=C1)C1=NOC(=C1)[C@]1(C(N(CC1)C)=O)O)C(=O)OCC (R)-Ethyl 5-((5-cyano-2-methylpyridin-3-yl)amino)-2-(3-(5-(3-hydroxy-1-methyl-2-oxopyrrolidin-3-yl)isoxazol-3-yl)phenyl)thiazole-4-carboxylate